6-(4-methoxypyridin-2-ylsulfonyl)-2-((6-methoxypyridin-3-yl)methyl)phthalazin-1(2H)-one COC1=CC(=NC=C1)S(=O)(=O)C=1C=C2C=NN(C(C2=CC1)=O)CC=1C=NC(=CC1)OC